2,2'-dihydroxy-4-methoxy-4'-isopropoxybenzophenone OC1=C(C(=O)C2=C(C=C(C=C2)OC(C)C)O)C=CC(=C1)OC